FC1=C(C=CC=C1)N1CCN(CC1)CC(=O)N1C2=C(NC(C3=C1C=CC=C3)=O)C=CC=C2 5-(2-(4-(2-fluorophenyl)piperazin-1-yl)acetyl)-5,10-dihydro-11H-dibenzo[b,e][1,4]diazepin-11-one